FC1(C[C@H](N(C1)C(CN1C[C@H](CC1)NC=1C=NC2=CC=CC=C2C1)=O)C#N)F (S)-4,4-Difluoro-1-(2-((S)-3-(chinolin-3-ylamino)pyrrolidin-1-yl)acetyl)pyrrolidin-2-carbonitril